3,4-dihydroxyphenyl-2-hydroxypropionic acid OC=1C=C(C=CC1O)C(C(=O)O)(C)O